8-chloro-3-(5-(difluoromethyl)-1,3,4-thiadiazol-2-yl)-1-iodoimidazo[1,5-a]pyridine-6-sulfonyl chloride ClC=1C=2N(C=C(C1)S(=O)(=O)Cl)C(=NC2I)C=2SC(=NN2)C(F)F